BrC1=CN=C(S1)OC1=CC(=C(N)C=C1)F 4-((5-bromothiazol-2-yl)oxy)-2-fluoroaniline